N1N=CC2=CC=C(C=C12)CN(C1=CC(=CC=C1)COCCOC1=CC(=CC=C1)N(C)C)CC1=CC(=CC=C1)OC N-((1H-indazol-6-yl)methyl)-3-((2-(3-(dimethylamino)phenoxy)ethoxy)methyl)-N-(3-methoxybenzyl)aniline